FC(C1=C(C=CC=C1)NC(=O)N1C=COC2=C1C=CC=C2)(F)F N-(2-(trifluoromethyl)phenyl)-1,4-benzoxazine-4-formamide